3-pentyldecyl 6-hydroxy-7-((5-hydroxypentyl)(7-oxo-7-((3-pentyldecyl)oxy)heptyl)amino)heptanoate OC(CCCCC(=O)OCCC(CCCCCCC)CCCCC)CN(CCCCCCC(OCCC(CCCCCCC)CCCCC)=O)CCCCCO